BrC(CCOC1OCCCC1)C 2-(3-bromobutoxy)tetrahydro-2H-pyran